C12CCC(CC1)N2[C@@H](C)C2=C(CNC1=CC(=C(C(=C1)F)S(=O)(=O)NC=1N=CSC1)F)C(=CC=C2F)F (S)-4-((2-(1-(7-azabicyclo[2.2.1]heptan-7-yl)ethyl)-3,6-difluorobenzyl)amino)-2,6-difluoro-N-(thiazol-4-yl)benzenesulfonamide